3-(trifluoromethyl)bicyclo[1.1.1]pentane-1-thioamide FC(C12CC(C1)(C2)C(N)=S)(F)F